ClC1=CC=C2C(=N1)CN(C2)C2=C(C(N(N=C2)COCC[Si](C)(C)C)=O)C(F)(F)F 5-[2-Chloro-5H,6H,7H-pyrrolo[3,4-b]pyridin-6-yl]-4-(trifluoromethyl)-2-[[2-(trimethylsilyl)ethoxy]methyl]-2,3-dihydropyridazin-3-one